5-chloro-α-[[2-(2-hydroxyethyl)phenoxy]methyl]-Spiro[benzofuran-2(3H),4'-piperidine]-1'-ethanol ClC=1C=CC2=C(CC3(CCN(CC3)CC(O)COC3=C(C=CC=C3)CCO)O2)C1